C(CCCCCCC)C(COC(CCCCCCN(CCCCCCOC(=O)OCCCCCCCCC)CCO)=O)CCCCCCCCCC 7-((2-hydroxyethyl)(6-(((nonyloxy)carbonyl)oxy)hexyl)amino)heptanoic acid 2-octyldodecyl ester